(S)-2-((((1-(3-amino-6-(2-hydroxyphenyl) pyridazin-4-yl) piperidin-4-yl) oxy) carbonyl) amino)-3,3-dimethylbutyrate NC=1N=NC(=CC1N1CCC(CC1)OC(=O)N[C@H](C(=O)[O-])C(C)(C)C)C1=C(C=CC=C1)O